5-(5,6,7,8-tetrahydroimidazo[1,2-a]pyrazin-3-yl)phenol N=1C=C(N2C1CNCC2)C=2C=CC=C(C2)O